(R)-N'-(((S)-2,8-difluoro-1,2,3,5,6,7-hexahydro-s-indacen-4-yl)carbamoyl)-2,2-dimethyl-2,3-dihydropyrazolo[5,1-b]oxazole-7-sulfonimidamide F[C@@H]1CC2=C(C=3CCCC3C(=C2C1)NC(=O)N=[S@](=O)(N)C=1C=NN2C1OC(C2)(C)C)F